N-(((2R,4R)-4-(aminomethyl)pyrrolidin-2-yl)methyl)-6-(4-fluorophenyl)-1H-indole-2-carboxamide hydrochloride Cl.NC[C@H]1C[C@@H](NC1)CNC(=O)C=1NC2=CC(=CC=C2C1)C1=CC=C(C=C1)F